C(C)(C)(C)OC(=O)N1[C@@H](CN(CC1)CCO)C (R)-4-(2-hydroxyethyl)-2-methylpiperazine-1-carboxylic acid tert-butyl ester